FC1(C2(CC(C1)C2)CN2N=C(C(=C2C(=O)NC2=CC(=NC=C2)S(N)(=O)=O)C)C(C)(F)F)F 1-((2,2-difluorobicyclo[2.1.1]hexan-1-yl)methyl)-3-(1,1-difluoroethyl)-4-methyl-N-(2-sulfamoylpyridin-4-yl)-1H-pyrazole-5-carboxamide